C(=O)(C(=C)C)[SiH3] methacrylsilane